CCCC r-butane